ClC=1C(=C(C=CC1)NC1=NC=NC2=CC(=C(C=C12)[N+](=O)[O-])C#CC1(CNCCO1)C)F N-(3-chloro-2-fluorophenyl)-7-((2-methylmorpholin-2-yl)ethynyl)-6-nitroquinazolin-4-amine